tert-butyl (3R)-4-(6-bromo-4-chloro-2-pyridyl)-3-methyl-piperazine-1-carboxylate BrC1=CC(=CC(=N1)N1[C@@H](CN(CC1)C(=O)OC(C)(C)C)C)Cl